(S)-2,2,2-trifluoro-1-phenylethyl(1-methyl-4-(6-methyl-5-(methylsulfonamido) pyridin-2-yl)-1H-1,2,3-triazol-5-yl)carbamate FC([C@H](C1=CC=CC=C1)N(C([O-])=O)C1=C(N=NN1C)C1=NC(=C(C=C1)NS(=O)(=O)C)C)(F)F